C(C)N1N=CC(=C1)C1=C(C(=O)O)C=C(C=C1)NC(=O)C1(CC1)C1=C(C=C(C=C1)OC(F)(F)F)F 2-(1-Ethyl-1H-pyrazol-4-yl)-5-[({1-[2-fluoro-4-(trifluoromethoxy)phenyl]cyclopropyl}carbonyl)amino]benzoic acid